C(CC(O)(C(=O)[O-])CC(=O)[O-])(=O)[O-].[NH4+].[Fe+3] Iron(III) Ammonium Citrate